COC=1C=C(C=CC1)SC1=C(N)C=CC=C1 2-((3-methoxyphenyl)thio)aniline